C1(OC(C2=C3C4=C(C(OC(C4=CC=C13)=O)=O)S2)=O)=O 2,6-dioxa-4-thiacyclopenta[def]phenanthrene-1,3,5,7-tetraone